FC=1C(=C2C(=NC1)NC=C2)C2CCN(CC2)C(=O)C2=C(N)C=C(C=C2)OC(F)(F)F 2-(4-{5-fluoro-1H-pyrrolo[2,3-b]pyridin-4-yl}piperidine-1-carbonyl)-5-(trifluoromethoxy)aniline